(4-(1-(trifluoromethyl)cyclopropyl)phenyl)methanol FC(C1(CC1)C1=CC=C(C=C1)CO)(F)F